4-(2-acryloyl-2,6-diazaspiro[3.4]octan-6-yl)-6-(5-methyl-1H-indazol-4-yl)-2-(pyrimidin-2-ylmethoxy)pyrimidine-5-carbonitrile C(C=C)(=O)N1CC2(C1)CN(CC2)C2=NC(=NC(=C2C#N)C2=C1C=NNC1=CC=C2C)OCC2=NC=CC=N2